OC1=C(C=C(C=C1)CNC(CCCCC#CC1=CC=CC=C1)=O)OC N-[(4-hydroxy-3-methoxyphenyl)methyl]-7-phenylhept-6-ynamide